C1(=CC=C(C=C1)CN=C=O)CN=C=O para-xylylene diisocyanate